benzo[1,2-b][1,4]oxazepin-8(9H)-one O1C2=C(N=CC=C1)C=CC(C2)=O